O1CCOC2=C1C=CC(=C2)CC=2C=CC(=C(C2)C2OC(C(C(C2O)O)O)CO)OCC 2-[5-(2,3-Dihydro-benzo[1,4]dioxin-6-ylmethyl)-2-ethoxy-phenyl]-6-hydroxymethyl-tetrahydro-pyran-3,4,5-triol